C(C)(=O)N(C1=C(C=C(C=C1)C1=CC=C(C=N1)NC(=O)C1C(C1)C=1C=NC=CC1)Cl)CC1CC1 N-[6-[4-[acetyl(cyclopropylmethyl)amino]-3-chloro-phenyl]-3-pyridyl]-2-(3-pyridyl)cyclopropanecarboxamide